(2S)-5-{4-[2-(2-ethoxyethoxy)ethoxy]phenyl}-2-{4,7,10-tris[(2S)-3-hydroxy-1-methoxy-1-oxopropan-2-yl]-1,4,7,10-tetraazacyclododec-1-yl}pentanoic acid methyl ester COC([C@H](CCCC1=CC=C(C=C1)OCCOCCOCC)N1CCN(CCN(CCN(CC1)[C@H](C(OC)=O)CO)[C@H](C(OC)=O)CO)[C@H](C(=O)OC)CO)=O